ethyl 7-bromo-6-methoxy-1-(3-thienyl)benzofuro[3,2-c]pyrazole-3-carboxylate BrC=1C(=CC2=C(C1)C=1N(N=C(C1O2)C(=O)OCC)C2=CSC=C2)OC